O=C1C=CC2=C(N=C(N=C2)N[C@@H](C)C2=CC=C(C=C2)[C@@H](CC)N2CCN(CC2)C(=O)OC2=CC=CC=C2)N1C(C)C Phenyl 4-[(1R)-1-{4-[(1S)-1-{[7-oxo-8-(propan-2-yl)-7,8-dihydropyrido[2,3-d]pyrimidin-2-yl]amino}ethyl]phenyl} propyl]piperazine-1-carboxylate